2-Phenyl Ethyl Propionate CCC(=O)OCCC1=CC=CC=C1